Methyl (S)-3-(2-(azepan-3-ylamino)-5-(trifluoromethyl) pyrimidin-4-yl)-7-bromo-1H-indole-6-carboxylate N1C[C@H](CCCC1)NC1=NC=C(C(=N1)C1=CNC2=C(C(=CC=C12)C(=O)OC)Br)C(F)(F)F